(diphenyltriazinyl)(diphenyl)(diphenyltriazinyl)(diphenyldibenzoselenophenyl)biphenyl C1(=CC=CC=C1)C1=C(C(=NN=N1)C1=C(C(=C(C(=C1C1=CC=CC=C1)C1=C(C(=CC=2[Se]C3=C(C21)C=CC=C3)C3=CC=CC=C3)C3=CC=CC=C3)C3=NN=NC(=C3C3=CC=CC=C3)C3=CC=CC=C3)C3=CC=CC=C3)C3=CC=CC=C3)C3=CC=CC=C3